hydrogen sulfate sodium salt [Na+].S(=O)(=O)(O)[O-]